ClC1=C2C(=CC(=CC2=CC=C1F)O)C1=C(C=2N=C(N=C(C2C=N1)N1CCOCC(C1)CO)OC[C@]12CCCN2C[C@@H](C1)F)F 5-chloro-6-fluoro-4-(8-fluoro-2-(((2r,7as)-2-fluoro-hexahydro-1H-pyrrolizin-7a-yl)methoxy)-4-(6-(hydroxymethyl)-1,4-oxaazepan-4-yl)pyrido[4,3-d]pyrimidin-7-yl)naphthalen-2-ol